6-bromo-2-naphthoate BrC=1C=C2C=CC(=CC2=CC1)C(=O)[O-]